ClC1=CC=C(C=C1)C1CN(CC1)C(=O)C=1N=NNC1C(=O)O 4-(3-(4-chlorophenyl)pyrrolidine-1-carbonyl)-1H-1,2,3-triazole-5-carboxylic acid